tert-butyl 2-(4-(chloromethyl)-1H-pyrazol-1-yl)acetate ClCC=1C=NN(C1)CC(=O)OC(C)(C)C